2-[4-(dimethylamino)phenyl]Ethan-1-ol CN(C1=CC=C(C=C1)CCO)C